2-[6-[[tert-Butoxycarbonyl-[(3-fluoro-1-bicyclo[1.1.1]pentyl)methyl]amino]methyl]imidazo[1,2-a]pyridin-2-yl]acetic acid ethyl ester C(C)OC(CC=1N=C2N(C=C(C=C2)CN(CC23CC(C2)(C3)F)C(=O)OC(C)(C)C)C1)=O